N1(CCC1)CC1(CC1)NC(C(C)(C1=CC(=CC=C1)F)F)=O N-(1-(azetidin-1-ylmethyl)cyclopropyl)-2-fluoro-2-(3-fluorophenyl)propanamide